FC1=C(C=CC=C1F)C(=O)N1CCC2(C(N3[C@H](O2)CC[C@H]3C3=CC=CC=C3)=O)CC1 (5'S,7a'R)-1-(2,3-difluorobenzene-1-carbonyl)-5'-phenyltetra-hydro-3'H-spiro[piperidine-4,2'-pyrrolo[2,1-b][1,3]oxazol]-3'-one